tert-butyl 4-(6-cyclopropyl-1-((6-fluoro-2-methyl-2H-indazol-5-yl)carbamoyl)-2,3-dihydro-1H-pyrrolo[2,3-b]pyridin-4-yl)-2,2-dimethylpiperazine-1-carboxylate C1(CC1)C1=CC(=C2C(=N1)N(CC2)C(NC2=CC1=CN(N=C1C=C2F)C)=O)N2CC(N(CC2)C(=O)OC(C)(C)C)(C)C